(E)-3-(3-(2,6-bis(trifluoromethyl)pyridin-4-yl)-1H-1,2,4-triazol-1-yl)-2-(2-cyanopyrimidin-5-yl)acrylamide FC(C1=NC(=CC(=C1)C1=NN(C=N1)/C=C(/C(=O)N)\C=1C=NC(=NC1)C#N)C(F)(F)F)(F)F